4-methoxy-2-(3-methyl-oxiranyl)-phenylisobutyrate COC1=CC(=C(C=C1)OC(C(C)C)=O)C1OC1C